NC=1N=CC=C2C=CC(=NC12)C=1C=C(C=CC1)C#C[C@@](C)(O)C1=NOC(=C1)C (R)-4-[3-(8-amino-1,7-naphthyridin-2-yl)phenyl]-2-(5-methylisoxazol-3-yl)but-3-yn-2-ol